C(C)(=O)OC=1C(=NC=CC1OC)C(N[C@H](C(=O)N[C@H](C(C1=CC=C(C=C1)OC)C1=CC=C(C=C1)OC)C)C(C)C)=O 2-(((S)-1-(((S)-1,1-bis(4-methoxyphenyl)propan-2-yl)amino)-3-methyl-1-oxobutan-2-yl)carbamoyl)-4-methoxypyridin-3-yl acetate